1,2,3-trismercaptobenzene SC1=C(C(=CC=C1)S)S